COCCN(C=1N=C(C=2N=C(N=C(C2N1)N1CC(N(CC1)C)=O)N(CCN1CCCC1)CC)N1CCC(CC1)OC)CCOC 4-(6-(bis(2-methoxyethyl)amino)-2-(ethyl(2-(pyrrolidin-1-yl)ethyl)amino)-8-(4-methoxypiperidin-1-yl)pyrimido[5,4-d]pyrimidin-4-yl)-1-methylpiperazin-2-one